1-methyl-N-(1-methylcyclopropyl)-3-(5-methyl-1,3,4-thiadiazol-2-yl)-2-oxo-benzimidazole-5-sulfonamide CN1C(N(C2=C1C=CC(=C2)S(=O)(=O)NC2(CC2)C)C=2SC(=NN2)C)=O